1-Methyl-1H-pyrazole-4-carboxylic acid (6-cyano-4-methoxy-7-morpholin-4-yl-thiazolo[4,5-c]pyridin-2-yl)-amide C(#N)C1=C(C2=C(C(=N1)OC)N=C(S2)NC(=O)C=2C=NN(C2)C)N2CCOCC2